4-(tert-butyl)-N-(4-(4-(tert-butyl)-1H-imidazol-1-yl)-3-fluoro-5-(2-trityl-2H-tetrazol-5-yl)phenyl)piperidine-1-carboxamide carbon silicon-germanium [Ge].[Si].[C].C(C)(C)(C)C1CCN(CC1)C(=O)NC1=CC(=C(C(=C1)C=1N=NN(N1)C(C1=CC=CC=C1)(C1=CC=CC=C1)C1=CC=CC=C1)N1C=NC(=C1)C(C)(C)C)F